4-(difluorometh-oxy)phenol FC(OC1=CC=C(C=C1)O)F